1-(3,5-Diisopropyl-4-pyridyl)-4-[(2S,5R)-2,5-dimethyl-4-prop-2-enoyl-piperazin-1-yl]-6-fluoro-7-(2-fluoro-6-hydroxy-phenyl)pyrido[2,3-d]pyrimidin-2-one C(C)(C)C=1C=NC=C(C1N1C(N=C(C2=C1N=C(C(=C2)F)C2=C(C=CC=C2O)F)N2[C@H](CN([C@@H](C2)C)C(C=C)=O)C)=O)C(C)C